N-((1,2,3,5,6,7-Hexahydro-s-indacen-4-yl)carbamoyl)-1-propyl-piperidine-4-sulfonamide, potassium salt [K].C1CCC2=C(C=3CCCC3C=C12)NC(=O)NS(=O)(=O)C1CCN(CC1)CCC